prop-2-enyl hexanoate (Allyl Caproate) C(C=C)C(C(=O)O)CCCC.C(CCCCC)(=O)OCC=C